(1R,3S)-3-{5-[(3-cyano-2,3-dihydro-1H-inden-5-yl)amino]-2H-pyrazol-3-yl}cyclopentyl (prop-2-ylamino)methanoate CC(C)NC(=O)O[C@H]1C[C@H](CC1)C=1NN=C(C1)NC=1C=C2C(CCC2=CC1)C#N